FC1=C(C=C(C=2N(N=NC21)C)C)/C=C/C(=O)OCC (E)-ethyl 3-(4-fluoro-1,7-dimethyl-1H-benzo[d][1,2,3]triazol-5-yl)acrylate